(2S,4R)-4-amino-5-biphenyl-4-yl-2-hydroxymethyl-2-methylpentanoic acid ethyl ester C(C)OC([C@](C[C@@H](CC1=CC=C(C=C1)C1=CC=CC=C1)N)(C)CO)=O